[N+](=O)([O-])C1=C(C=CC=C1)C=1NC(=NN1)S 5-(2-nitrophenyl)-4H-[1,2,4]-triazole-3-thiol